C(C1=CC=CC=C1)OCC(O)C1=NC=C(C=C1)F 2-Benzyloxy-1-(5-fluoro-2-pyridyl)ethanol